(E)-5-(5-(6-methylpyridin-2-yl)-2-styryl-1H-imidazol-4-yl)benzo[C][1,2,5]thiadiazol CC1=CC=CC(=N1)C1=C(N=C(N1)\C=C\C1=CC=CC=C1)C1=CC=2C(=NSN2)C=C1